OC1=C(C=CC(=C1)OCCCCCCCC)C1=NC(=NC(=N1)C1=C(C=C(C=C1)OCCCCCCCC)O)C1=C(C=C(C=C1)OCCCCCCCC)O tris(2-hydroxy-4-octyloxyphenyl)-1,3,5-triazine